CC(C[C@@H](CC(=O)N1C(OC[C@H]1C(C)C)=O)C[N+](=O)[O-])C (R)-3-((S)-5-methyl-3-(nitromethyl)hexanoyl)-4-isopropyloxazolidin-2-one